COC1=C(C(=CC(=C1)C)C)C=1N=C(C(=NC1)C(=O)OC)NC(=O)[C@H]1CN(CCC1)C(=O)OC(C)(C)C |r| methyl 5-(2-methoxy-4,6-dimethyl-phenyl)-3-[[rac-(3R)-1-tert-butoxycarbonylpiperidine-3-carbonyl]amino]pyrazine-2-carboxylate